BrC=1C(N2N(C(C1)=O)CC(C2)C(=O)O)=O 6-bromo-5,8-dioxo-2,3,5,8-tetrahydro-1H-pyrazolo[1,2-a]pyridazine-2-carboxylic acid